[Si](C)(C)(C)N([C@@H]([C@@H](C)CC)C(=O)O)[Si](C)(C)C di-TMS-isoleucine